ClC=1SC(=C(N1)C=1C=C(OCCOCCN(C)C)C=CC1)CC(C)C 2-(2-(3-(2-chloro-5-isobutylthiazol-4-yl)phenoxy)ethoxy)-N,N-dimethylethylamine